FC1=C(N=CC2=C1N=C(N=C2NCC2CC(NC2)=O)OCC21CCCN1CCC2)C2=CC=CC1=CC=CC(=C21)F 4-(((8-fluoro-7-(8-fluoronaphthalen-1-yl)-2-((hexahydro-1H-pyrrolizin-7a-yl)methoxy)pyrido[4,3-d]pyrimidin-4-yl)amino)methyl)pyrrolidin-2-one